ClC1=CC=C2C(=C(N(C2=C1C#N)C)C1=NN=C(N1)C(F)(F)F)N1C=NC=C1 6-chloro-3-(1H-imidazol-1-yl)-1-methyl-2-(5-(trifluoromethyl)-4H-1,2,4-triazol-3-yl)-1H-indole-7-carbonitrile